Cl.BrC=1C=2C=C3N(C2C(=C(C1)Cl)Cl)CC[C@@H]3N (S)-8-bromo-5,6-dichloro-2,3-dihydro-1H-pyrrolo[1,2-a]indol-1-amine hydrochloride